pteridinoic acid N1=C(N=CC2=NC=CN=C12)C(=O)O